(2E)-2-butenoic acid C(\C=C\C)(=O)O